ClC1=C(C(=CC(=C1)F)Cl)NC=1N(C2=NC(=NC=C2N1)N[C@@H]1COCCC1)C1CCC(CC1)C(=O)N (1R,4s)-4-(8-(2,6-dichloro-4-fluorophenylamino)-2-((S)-tetrahydro-2H-pyran-3-ylamino)-9H-purin-9-yl)cyclohexanecarboxamide